O[C@H](CNC(OC(C)(C)C)=O)CO Tert-butyl N-[(2R)-2,3-dihydroxypropyl]carbamate